C1(=CC=CC=C1)S(=O)(=O)/C=C/CNC(=O)C=1C(NC=2CCN(CC2C1)C(=O)C1CN(CC1)C1=CC=CC=C1)=O N-[(2E)-3-(benzenesulfonyl)prop-2-en-1-yl]-2-oxo-6-(1-phenylpyrrolidine-3-carbonyl)-1,2,5,6,7,8-hexahydro-1,6-naphthyridine-3-carboxamide